2,3,5,6-tetrafluoro-p-benzoquinone FC=1C(C(=C(C(C1F)=O)F)F)=O